FC=1C=C(C=CC1)[C@@H]1C[C@@](CC1)(C(=O)O)CCC cis-3-(3-fluorophenyl)-1-propylcyclopentane-1-carboxylic acid